N1[C@H](CSCC1)C(=O)O (S)-THIOMORPHOLINE-3-CARBOXYLIC ACID